C(C1=CC=CC=C1)N1C[C@@](CC1)(C1=CC(=C(C=C1)C)F)C1=NC=NS1 |o1:9| (R or S)-5-(1-benzyl-3-(3-fluoro-4-methylphenyl)pyrrolidin-3-yl)-1,2,4-thiadiazole